4-(3-{(1R)-1-[(6,7-dimethoxy-2-methylquinazolin-4-yl)amino]ethyl}phenyl)pyridin-2-ol COC=1C=C2C(=NC(=NC2=CC1OC)C)N[C@H](C)C=1C=C(C=CC1)C1=CC(=NC=C1)O